N-[5-[1-[5-[(dimethylamino)methyl]pyrimidin-2-yl]-3,6-dihydro-2H-pyridin-4-yl]-4-fluoro-2-[(3R,5S)-3,4,5-trimethylpiperazin-1-yl]phenyl]-6-oxo-4-(trifluoromethyl)-1H-pyridine CN(C)CC=1C=NC(=NC1)N1CCC(=CC1)C=1C(=CC(=C(C1)N1C=CC(=CC1=O)C(F)(F)F)N1C[C@H](N([C@H](C1)C)C)C)F